methylbutyryl chloride CCCCC(=O)Cl